ClC1=CC=C(C=C1)C=1C(=NC(=NC1)C=1C=NC=CC1)NC1CCNCC1 (4-chlorophenyl)-N-(piperidin-4-yl)-2-(pyridin-3-yl)pyrimidin-4-amine